CN(C1CN(C1)C=1C(=CC(N(C1)C(C(=O)O)CC(C)C)=O)C)C 2-(5-(3-(dimethylamino)azetidin-1-yl)-4-methyl-2-oxopyridin-1(2H)-yl)-4-methylpentanoic acid